FC1=C(C(=O)N([C@H]2CNCCC2)C2=NC=CC3=C2C(=CS3)C)C=CC(=C1)C=1N=NN(C1)C (R)-2-fluoro-4-(1-methyl-1H-1,2,3-triazol-4-yl)-N-(3-methylthieno[3,2-c]pyridin-4-yl)-N-(piperidin-3-yl)benzamide